tert-butyl 3-(6-((4-(4-carbamoylthiophen-2-yl)-5-(trifluoromethyl)pyrimidin-2-yl)amino)-7-chloro-3,4-dihydroisoquinolin-2(1H)-yl)azetidine-1-carboxylate C(N)(=O)C=1C=C(SC1)C1=NC(=NC=C1C(F)(F)F)NC=1C=C2CCN(CC2=CC1Cl)C1CN(C1)C(=O)OC(C)(C)C